C(CCCCCCCCCCC)(=O)N(C)CC(=O)O N-lauroyl-sarcosinic acid